N1CCC(CC1)N1N=CC=2C1=CN=CC2N2C(NC(CC2)=O)=O 1-(1-(Piperidin-4-yl)-1H-pyrazolo[3,4-c]pyridin-4-yl)dihydropyrimidine-2,4(1H,3H)-dione